3-((3-((3R,5R)-5-(1H-indazol-6-yl)tetrahydrofuran-3-yl)-1,2,4-oxadiazol-5-yl)methyl)-5-methylpyrazolo[5,1-f][1,2,4]triazin-4(3H)-one N1N=CC2=CC=C(C=C12)[C@H]1C[C@@H](CO1)C1=NOC(=N1)CN1C=NN2C(C1=O)=C(C=N2)C